C(C)(C)(C)OC(=O)NC1=C2N=CN(C2=NC(=N1)Cl)[C@H]1[C@H]([C@@H]([C@H](O1)COC(C(=O)OCC)(C(=O)OCC)CC1=CC=CC=C1)OC(=O)OC(C)(C)C)F diethyl 2-(((2R,3R,4S,5R)-5-(6-(N-(tert-butoxycarbonyl) amino)-2-chloro-9H-purin-9-yl)-3-((tert-butoxycarbonyl) oxy)-4-fluorotetrahydrofuran-2-yl) methoxy)-2-benzylmalonate